tert-Butyl 4-(5-((6-(3,5-dichlorophenyl)-4-(hydroxymethyl)pyridin-2-yl)oxy)pyrimidin-2-yl)piperazine-1-carboxylate ClC=1C=C(C=C(C1)Cl)C1=CC(=CC(=N1)OC=1C=NC(=NC1)N1CCN(CC1)C(=O)OC(C)(C)C)CO